3-tert-butyl-2H-benzotriazole C(C)(C)(C)N1NNC2=C1C=CC=C2